C(=O)(OC(C)(C)C)C(CN)CN monoBoc-1,3-diaminopropane